Fmoc-tyrosine C(=O)(OCC1C2=CC=CC=C2C2=CC=CC=C12)N[C@@H](CC1=CC=C(C=C1)O)C(=O)O